CC1(OB(OC1(C)C)C1=CCC2(CCC2)CC1)C 4,4,5,5-tetramethyl-2-(spiro[3.5]non-6-en-7-yl)-1,3,2-dioxaborolane